vinyl methyl di(methyl 2-ethylhexanoate) CC(C(=O)OC=C)(CCCC)CC.CC(C(=O)OC)(CCCC)CC